2-isoxazol-5-yl-2-methyl-propanoic acid O1N=CC=C1C(C(=O)O)(C)C